decahydro-2,2-dimethylnaphthalene CC1(CC2CCCCC2CC1)C